acryloyloxy ethyl-2-hydroxyethyl phthalate C(C=1C(C(=O)OCC(O)CC)=CC=CC1)(=O)OOC(C=C)=O